(S)-N-(3-(2-methyl-1-(4-methyl-4H-1,2,4-triazol-3-yl)propan-2-yl)phenyl)-5-((2-methylmorpholino)methyl)-2-oxo-1-(2,2,2-trifluoroethyl)-1,2-dihydropyridine-3-carboxamide CC(CC1=NN=CN1C)(C)C=1C=C(C=CC1)NC(=O)C=1C(N(C=C(C1)CN1C[C@@H](OCC1)C)CC(F)(F)F)=O